Decabromobisphenol A BrC(C(C1=C(C(=C(O)C(=C1Br)Br)Br)Br)(C(Br)(Br)Br)C1=CC=C(C=C1)O)(Br)Br